(2R,4R)-N-(4-tert-butylphenyl)-1-cyano-4-hydroxy-N-[2-(2-methoxyethylamino)-2-oxo-1-(3-pyridyl)ethyl]pyrrolidine-2-carboxamide C(C)(C)(C)C1=CC=C(C=C1)N(C(=O)[C@@H]1N(C[C@@H](C1)O)C#N)C(C(=O)NCCOC)C=1C=NC=CC1